COC=1C=2N(N=C(C1)C=1C=C3C(=NC1)C=C(S3)[C@@H]3CCNC1(CC1)C3)C=C(N2)C |r| 6-(8-methoxy-2-methyl-imidazo[1,2-b]pyridazin-6-yl)-2-[rac-(7R)-4-azaspiro[2.5]octan-7-yl]thieno[3,2-b]pyridine